L-histidine methyl ester hydrochloride Cl.COC([C@@H](N)CC1=CNC=N1)=O